3-(2-((3r,5r,7r)-adamantan-1-yl)acetoxy)-2-((((3-(diethylamino)propoxy)carbonyl)oxy)methyl)propyl ((4'-pentyl-[1,1'-bi(cyclohexan)]-4-yl)methyl) Adipate C(CCCCC(=O)OCC1CCC(CC1)C1CCC(CC1)CCCCC)(=O)OCC(COC(CC12CC3CC(CC(C1)C3)C2)=O)COC(=O)OCCCN(CC)CC